N1=CC=C(C=C1)C=1C=NC2=CC(=C(C=C2C1)O)O 3-Pyridin-4-yl-quinoline-6,7-diol